methyl-(3,4-dichlorophenol) CC1=C(C=CC(=C1Cl)Cl)O